3-(4-bromo-3-methylbenzyl)-1-(3-fluoropropyl)azetidine BrC1=C(C=C(CC2CN(C2)CCCF)C=C1)C